O1[C@@H](CC1)COS(=O)(=O)C Methanesulfonic acid (S)-oxetan-2-ylmethyl ester